ethyl 4-((4'-chloro-[1,1'-biphenyl]-4-yl) amino)-1H-1,2,3-triazole-5-carboxylate ClC1=CC=C(C=C1)C1=CC=C(C=C1)NC=1N=NNC1C(=O)OCC